C[C@@]1([C@H](O)[C@H](O)[C@@H](CO)O1)N1C(=O)NC(=O)C(=C1)CC(=O)OC methyl-5-methoxycarbonylmethyluridine